2-(1,3-dioxolan-2-yl)ethylzinc bromide [Br-].O1C(OCC1)CC[Zn+]